N-oleoyl-sphinganine C(CCCCCCC\C=C/CCCCCCCC)(=O)N[C@@H](CO)[C@H](O)CCCCCCCCCCCCCCC